trifluorothymine C1=C(C(=O)NC(=O)N1)C(F)(F)F